C1(CC1)C=1NC(=NN1)C1CC2(CN(C2)C(=O)N2CC3(C2)CC(C3)CC3=CC(=CC=C3)S(=O)(=O)C(F)(F)F)C1 [6-(5-cyclopropyl-4H-1,2,4-triazol-3-yl)-2-azaspiro[3.3]heptan-2-yl]-[6-[[3-(trifluoromethylsulfonyl)phenyl]methyl]-2-azaspiro[3.3]heptan-2-yl]methanone